(2,2-Difluorocyclopropyl)-N-methyl-1H-pyrazol-3-amine FC1(C(C1)N1N=C(C=C1)NC)F